C(C1=CC=CC=C1)OC1=NC(=CC=C1N1C(N(C2=C1C=CC(=C2)C2=C(C=C(C=C2)CC(=O)O)OC)C)=O)OCC2=CC=CC=C2 2-[4-[1-(2,6-dibenzyloxy-3-pyridyl)-3-methyl-2-oxo-benzimidazol-5-yl]-3-methoxy-phenyl]acetic acid